1-(Cyclopentylamino)-N-(2-morpholinoethyl)-10H-phenothiazine-3-carboxamide C1(CCCC1)NC1=CC(=CC=2SC3=CC=CC=C3NC12)C(=O)NCCN1CCOCC1